2-(2-((tert-butyldimethylsilyl)oxy)ethyl)-4,5,6,7-tetrahydro-2H-benzo[d][1,2,3]triazole-5-carboxylic acid [Si](C)(C)(C(C)(C)C)OCCN1N=C2C(=N1)CCC(C2)C(=O)O